tert-butyl 6-[8-(1,3-benzothiazol-2-ylcarbamoyl)-3,4-dihydro-1H-isoquinolin-2-yl]-3-[3-[(3R)-3-[1-(2-ethoxy-2-oxo-ethyl)-4-piperidyl]butoxy]-2-methyl-phenyl]pyridine-2-carboxylate S1C(=NC2=C1C=CC=C2)NC(=O)C=2C=CC=C1CCN(CC21)C2=CC=C(C(=N2)C(=O)OC(C)(C)C)C2=C(C(=CC=C2)OCC[C@@H](C)C2CCN(CC2)CC(=O)OCC)C